CN(CC)CCOCC(=O)N(CCCCC)CCCCC 2-[2-(N-methyl-N-ethyl-amino)ethoxy]-N,N-dipentyl-acetamide